4-(5-cyclopropyl-1,3,4-oxadiazol-2-yl)aniline C1(CC1)C1=NN=C(O1)C1=CC=C(N)C=C1